(5-(4-amino-5-(trifluoromethyl)pyrrolo[2,1-f][1,2,4]triazin-7-yl)-2-methoxypyridin-3-yl)(3-(1-(4-fluorophenyl)-1-hydroxyethyl)piperidin-1-yl)methanone NC1=NC=NN2C1=C(C=C2C=2C=C(C(=NC2)OC)C(=O)N2CC(CCC2)C(C)(O)C2=CC=C(C=C2)F)C(F)(F)F